4-(3-oxopropyl)piperidine-1-Carboxylic acid tert-butyl ester C(C)(C)(C)OC(=O)N1CCC(CC1)CCC=O